N1N=C(C=C1)C1=NC(=CC(=C1)N)C(F)(F)F 2-(1H-pyrazol-3-yl)-6-(trifluoromethyl)pyridin-4-amine